C1(=CC=CC=C1)OC(NC=1C=NN2C1N=C(C=C2)N2[C@H](CCC2)C2=C(C=CC(=C2)F)F)=O (R)-5-(2-(2,5-difluorophenyl)pyrrolidin-1-yl)pyrazolo[1,5-a]pyrimidine-3-carbamic acid phenyl ester